C(CCCC(=O)O)(=O)O.C(CCCCCCCCCCCCCCCCC)N stearylamine glutaric acid salt